prop-2-ynyl 5-methylsulfonyl-4-oxo-1-[4-(trifluoromethoxy)phenyl]cinnoline-3-carboxylate CS(=O)(=O)C1=C2C(C(=NN(C2=CC=C1)C1=CC=C(C=C1)OC(F)(F)F)C(=O)OCC#C)=O